C(OC=1C=C2C(=CNC2=CC1)C(CN(C)C)[2H])([2H])([2H])[2H] 2-(5-(methoxy-d3)-1H-indol-3-yl)-N,N-dimethylethan-1-amine-2-d